5-((1R,4R)-2-oxa-5-Azabicyclo[2.2.1]heptane-5-yl)-N-(3-(difluoromethyl)-1-(piperidin-4-yl)-1H-pyrazol-4-yl)Pyrazolo[1,5-a]pyrimidine-3-carboxamide [C@H]12OC[C@H](N(C1)C1=NC=3N(C=C1)N=CC3C(=O)NC=3C(=NN(C3)C3CCNCC3)C(F)F)C2